O=C1NN=C(C2=CC=CC=C12)CC1=CC(=CO1)C=1C=CC2=C(NC(=N2)NC(OCC)=O)C1 Ethyl (6-(5-((4-oxo-3,4-dihydrophthalazin-1-yl)methyl)furan-3-yl)-1H-benzoimidazol-2-yl)carbamate